N-[(1S)-1-[2-(1-methyl-6-oxo-pyridazin-3-yl)-1,2,4-triazol-3-yl]ethyl]-3-(trifluoromethyl)-5-(trifluoromethylsulfonyl)benzamide CN1N=C(C=CC1=O)N1N=CN=C1[C@H](C)NC(C1=CC(=CC(=C1)S(=O)(=O)C(F)(F)F)C(F)(F)F)=O